1-[(1-hydroxy-4-methyl-5-isoquinolinyl)sulfonyl]-4-methyl-indoline-6-carbonitrile OC1=NC=C(C2=C(C=CC=C12)S(=O)(=O)N1CCC2=C(C=C(C=C12)C#N)C)C